1,3,5,7-tetra(4-methoxycarbonylphenyl)-adamantane COC(=O)C1=CC=C(C=C1)C12CC3(CC(CC(C1)(C3)C3=CC=C(C=C3)C(=O)OC)(C2)C2=CC=C(C=C2)C(=O)OC)C2=CC=C(C=C2)C(=O)OC